C(CCC)C1(CS(C2=C(N(C1)C1=CC=CC=C1)C=C(C(=C2)O/C=C/C(=O)O)Cl)(=O)=O)CC racemic-(E)-3-((3-butyl-7-chloro-3-ethyl-1,1-dioxido-5-phenyl-2,3,4,5-tetrahydro-1,5-benzothiazepin-8-yl)oxy)acrylic acid